BrC=1C(=CC(=C(C(=O)O)C1)F)CO 5-bromo-2-fluoro-4-(hydroxymethyl)benzoic acid